(S)-2-(4-(5-(8-chloronaphthalen-1-yl)-8-((1-methylazetidin-3-yl)oxy)-3,4-dihydro-2H-pyrano[2,3-f]quinazolin-10-yl)-1-(2-fluoroacryloyl)piperazin-2-yl)acetonitrile ClC=1C=CC=C2C=CC=C(C12)C1=C2C(=C3C(=NC(=NC3=C1)OC1CN(C1)C)N1C[C@@H](N(CC1)C(C(=C)F)=O)CC#N)OCCC2